OC(CC[C@H](C[C@@H](C)O)O)C (R)-3-hydroxybutyl-R-1,3-butanediol